3-bromo-N-(tert-butyl)-5-fluoropicolinamide BrC=1C(=NC=C(C1)F)C(=O)NC(C)(C)C